((((S)-oxetan-2-yl)methyl)amino)benzoate O1[C@@H](CC1)CNC1=C(C(=O)[O-])C=CC=C1